O=C1NC(CCC1C1=C(C=C(C=C1F)N1CC(C1)N(C([O-])=O)C1=C(C=C(C(=C1)C)Cl)F)F)=O 1-(4-(2,6-dioxopiperidin-3-yl)-3,5-difluorophenyl)azetidin-3-yl(4-chloro-2-fluoro-5-methylphenyl)carbamate